monoacryloyloxy ethyl phosphate P(=O)(OOC(C=C)=O)(OCC)[O-]